C(C)(=O)OC([C@H](C[C@H]1C(NCC1)=O)NC([C@H](CCC)NC([C@@H](C1CCCC1)N)=O)=O)C(NC1CC1)=O (2S)-2-[(2S)-2-[(2R)-2-amino-2-cyclopentylacetamido]pentanamido]-1-(cyclopropylcarbamoyl)-3-[(3S)-2-oxopyrrolidin-3-yl]propyl acetate